C1(=CC=CC=C1)SCC1N(CCC1)S(=O)(=O)C=1C=NC=CC1 3-((2-((phenylsulfanyl)methyl)pyrrolidin-1-yl)sulfonyl)pyridine